bis[di(trimethylsilyl)amino]ethylvinylsilane C[Si](C)(C)N([Si](C)(C)C)C(CC=C[SiH3])N([Si](C)(C)C)[Si](C)(C)C